[N+](=O)([O-])C=1C(=CC2=C(NC=N2)C1)C(=O)N 6-nitro-1H-benzo[d]imidazole-5-carboxamide